7-chloro-5-nitro-2,3-dihydrobenzo[b][1,4]dioxine ClC=1C=C(C2=C(OCCO2)C1)[N+](=O)[O-]